benzyl ((R)-((S)-2,2-difluoro-1-((2S,3S,5R)-5-(5-fluoro-2,4-dioxo-3,4-dihydropyrimidin-1(2H)-yl)-3-hydroxytetrahydrofuran-2-yl)ethoxy)(phenoxy)phosphoryl)-L-alaninate FC([C@@H](O[P@@](=O)(OC1=CC=CC=C1)N[C@@H](C)C(=O)OCC1=CC=CC=C1)[C@H]1O[C@H](C[C@@H]1O)N1C(NC(C(=C1)F)=O)=O)F